C(C1CO1)N(C1=CC=C(C=C1)OC1=CC=CC=C1)CC1CO1 N,N-diglycidyl-4-(phenoxy)aniline